FC(C=1C=C(C(=NC1)S(=O)(=O)C)[N+](=O)[O-])F 5-(difluoromethyl)-2-(methylsulfonyl)-3-nitropyridine